p-Tolyl [4-O-acetyl-3,6-di-O-benzyl-2-deoxy-2-(2,2,2-trichloroethoxy)carbonylamino-β-D-glucopyranosyl]-(1→2)-3,4,6-tri-O-benzyl-1-thio-α-D-mannopyranoside C(C)(=O)O[C@H]1[C@@H]([C@H]([C@@H](O[C@@H]1COCC1=CC=CC=C1)O[C@@H]1[C@@H](SC2=CC=C(C=C2)C)O[C@@H]([C@H]([C@@H]1OCC1=CC=CC=C1)OCC1=CC=CC=C1)COCC1=CC=CC=C1)NC(=O)OCC(Cl)(Cl)Cl)OCC1=CC=CC=C1